(S,E)-2-(1-Ethylpyrrolidin-2-yl)-N-((1,2,3,5,6,7-hexahydro-s-indacen-4-yl)carbamoyl)-ethansulfonamid C(C)N1[C@@H](CCC1)CCS(=O)(=O)NC(NC1=C2CCCC2=CC=2CCCC12)=O